C(N)(=O)C1=CC(=C(C(=C1)C)C[C@@H](CNC(O[C@@H](C)C1=CC=CC=C1)=O)N(C)C)C (S)-1-phenylethyl ((S)-3-(4-carbamoyl-2,6-dimethylphenyl)-2-(dimethylamino)propyl)carbamate